ClC=1C=C(C(=NC1)N1CC(N(C2(CC(C2)O)C1=O)CC1=CC=C(C=C1)Cl)=O)F 8-(5-chloro-3-fluoropyridin-2-yl)-5-(4-chlorobenzyl)-2-hydroxy-5,8-diazaspiro-[3.5]nonane-6,9-dione